2-(methylthio)pyrimidine-5-carbonyl chloride CSC1=NC=C(C=N1)C(=O)Cl